nitrosopropiophenone oxime N(=O)C(C(C1=CC=CC=C1)=NO)C